5-(2-fluoro-3-(1-(4-fluorobenzyl)-1H-imidazol-4-yl)-6-hydroxyphenyl)-1,2,5-thiadiazolidin-3-one 1,1-dioxide FC1=C(C(=CC=C1C=1N=CN(C1)CC1=CC=C(C=C1)F)O)N1CC(NS1(=O)=O)=O